isobutyric acid 3-(2-(isopropyl (methyl) amino) ethyl)-1H-indol-6-yl ester C(C)(C)N(CCC1=CNC2=CC(=CC=C12)OC(C(C)C)=O)C